Cl.NCC(=O)NCC=1C=CC(=C(C(=O)NC2=CC=C(C=C2)S(=O)(=O)N2CCN(CC2)C2=NC(=CC(=N2)C#N)C)C1)N(S(=O)(=O)C)C 5-((2-Aminoacetamido)methyl)-N-(4-((4-(4-cyano-6-methylpyrimidin-2-yl)piperazin-1-yl)sulfonyl)phenyl)-2-(N-methylmethylsulfonamido)benzamide hydrochloride